5-[5-(1-ethyl-1H-1,3-benzodiazol-6-yl)-1,3,4-oxadiazol-2-yl]-2-[(propan-2-yl)amino]benzonitrile C(C)N1C=NC2=C1C=C(C=C2)C2=NN=C(O2)C=2C=CC(=C(C#N)C2)NC(C)C